COC1=C(C=CC=C1)NC(COCC1=C(C=CC=C1)O)=O N-(2-methoxyphenyl)-2-(2-hydroxybenzyloxy)acetamide